CS(=O)(=O)NC1C(N(CCC1)C(=O)OC(C)(C)C)COC1CCC(CC1)=O tert-butyl 3-(methylsulfonamido)-2-(((4-oxocyclohexyl)oxy)methyl)piperidine-1-carboxylate